tert-butyl (3-(1-((2-((7-chloro-8-fluoro-4-hydroxy-2-(methylthio)pyrido[4,3-d]pyrimidin-5-yl)oxy)ethyl)amino)ethyl)-5-methylpyridin-2-yl)carbamate ClC1=C(C=2N=C(N=C(C2C(=N1)OCCNC(C)C=1C(=NC=C(C1)C)NC(OC(C)(C)C)=O)O)SC)F